CC=1C(=C(C=C(C1)C(F)(F)F)O)C=1N=NC(=CC1)N[C@@H]1[C@@H](NCCC1)C 3-Methyl-2-(6-(((2S,3S)-2-methylpiperidin-3-yl)amino)pyridazin-3-yl)-5-(trifluoromethyl)phenol